ClC=1C(=CC2=C([C@@H](C[C@@H](O2)C(=O)NC23CC(C2)(C3)N3N=CC(=C3)C3=NC=C(C=C3)OC(F)(F)F)O)C1)Cl (2R,4R)-6,7-dichloro-4-hydroxy-N-(3-{4-[5-(trifluoromethoxy)pyridin-2-yl]-1H-pyrazol-1-yl}bicyclo[1.1.1]pentan-1-yl)-3,4-dihydro-2H-1-benzopyran-2-carboxamide